COC1=CC2=C(C(C2)CNC)C=C1OC 4,5-dimethoxy-1-(methylaminomethyl)benzocyclobutane